N-ethyl-2-[(3-ethynyl-8-methyl-6-quinolyl)oxy]-2-methylthio-acetamide C(C)NC(C(SC)OC=1C=C2C=C(C=NC2=C(C1)C)C#C)=O